bis(4-trifluoromethylphenyl) sulfide FC(C1=CC=C(C=C1)SC1=CC=C(C=C1)C(F)(F)F)(F)F